BrCCCOC1=CC(=CC=C1)C 1-(3-bromopropyloxy)-3-methylbenzene